bissulfoamine S(=O)(=O)(O)NS(=O)(=O)O